C(C)(C)(C)C1=CC=C2C=3C(=CC(=CC3C(C2=C1)(C)C)C)NC1=CC=2C(C3=CC=CC=C3C2C=C1)(C)C 7-tert-butyl-N-(9,9-dimethyl-9H-fluoren-2-yl)-2,9,9-trimethyl-9H-fluoren-4-amine